C(CCCNC(=O)CCCCCCCCC)NC(=O)CCCCCCCCC butylenebiscapric acid amide